C(C#C)OCCOCCN1N=CC=C1C(=O)OC methyl 1-(2-(2-(prop-2-yn-1-yloxy)ethoxy)ethyl)-1H-pyrazole-5-carboxylate